[Si](C1=CC=CC=C1)(C1=CC=CC=C1)(C(C)(C)C)OCC(C)(C)C1=NC2=C(C=C(C=C2C(N1C)=O)C)[C@@H](C)NC=1C(=NC(=CC1)Cl)C(=O)[O-] (R)-3-((1-(2-(1-((tert-butyldiphenylsilyl)oxy)-2-methylpropan-2-yl)-3,6-dimethyl-4-oxo-3,4-dihydroquinazolin-8-yl)ethyl)amino)-6-chloropicolinate